methyl N-(tert-butoxycarbonyl)-N-(methylsulfonyl)-L-valinate C(C)(C)(C)OC(=O)N([C@@H](C(C)C)C(=O)OC)S(=O)(=O)C